stearamidopropyltri-methylammonium C(CCCCCCCCCCCCCCCCC)(=O)NCCC[N+](C)(C)C